ClC=1C=C(C=C(C1)C(F)(F)F)C1(CC(=NO1)C1=CC(=C(C(=O)O)C=C1)C)C(F)(F)F 4-(5-(3-chloro-5-trifluoromethylphenyl)-5-trifluoromethyl-4,5-dihydro-isoxazol-3-yl)-2-methylbenzoic acid